1,3,4,6-Tetra-O-acetyl-2-((4-mercaptophenyl)sulfanyl)acetamido-2-deoxy-β-D-glucopyranose C(C)(=O)O[C@]1(C[C@@H](OC(C)=O)[C@H](OC(C)=O)[C@H](O1)COC(C)=O)NC(CSC1=CC=C(C=C1)S)=O